FC=1C=C2C(=C(C1)CC(=O)OC)C(OCC21CCOCC1)C methyl 2-(6-fluoro-1-methyl-2',3',5',6'-tetrahydrospiro[isochromane-4,4'-pyran]-8-yl)acetate